N-(4-bromo-2-(1-phenylvinyl)phenyl)acetamide tert-butyl-4-[4-(4-amino-2-fluoro-phenyl)piperazin-1-yl]-3,3-difluoro-piperidine-1-carboxylate C(C)(C)(C)OC(=O)N1CC(C(CC1)N1CCN(CC1)C1=C(C=C(C=C1)N)F)(F)F.BrC1=CC(=C(C=C1)NC(C)=O)C(=C)C1=CC=CC=C1